4-(bromomethyl)phenol BrCC1=CC=C(C=C1)O